(7S)-4,7-difluoro-7-isopropyl-N-[(1R)-1-(6-pyridazin-4-yl-3-pyridyl)-3-[(3R)-3-hydroxy-8-azaspiro[4.5]decan-8-yl]propyl]-6,8-dihydro-5H-acridine-2-carboxamide FC1=CC(=CC2=CC=3C[C@@](CCC3N=C12)(C(C)C)F)C(=O)N[C@H](CCN1CCC2(C[C@@H](CC2)O)CC1)C=1C=NC(=CC1)C1=CN=NC=C1